N[C@@H](CN1C(C=2C=C3C(=NC2CC1)N(C(=N3)C=3N(C1=C(C=CC=C1C3)CCCN3C=NC(=C3)F)CC3CC3)C)=O)CF (S)-7-(2-amino-3-fluoropropyl)-2-(1-(cyclopropylmethyl)-7-(3-(4-fluoro-1H-imidazol-1-yl)propyl)-1H-indol-2-yl)-3-methyl-3,5,6,7-tetrahydro-8H-imidazo[4,5-b][1,6]naphthyridin-8-one